acryloyloxybutylbenzyldimethyl-ammonium iodide [I-].C(C=C)(=O)OCCCC[N+](C)(C)CC1=CC=CC=C1